CN([C@H](CNC(CC(C1(CC1)C(F)(F)F)C1=CC=NC=C1)=O)CC1=C(C=C(C=C1)O)C)C N-((S)-2-(dimethylamino)-3-(4-hydroxy-2-methylphenyl)propyl)-3-(pyridin-4-yl)-3-(1-(trifluoromethyl)cyclopropyl)propanamide